butane-1,2-dione-2-oxime C(C(CC)=NO)=O